(4aR,8aS)-6-[6-[[5-oxo-1-(2,2,2-trifluoroethyl)imidazo[1,2-a]pyrimidin-7-yl]methyl]-2-azaspiro[3.3]heptane-2-carbonyl]-4,4a,5,7,8,8a-hexahydropyrido[4,3-b][1,4]oxazin-3-one O=C1C=C(N=C2N1C=CN2CC(F)(F)F)CC2CC1(CN(C1)C(=O)N1C[C@@H]3[C@@H](OCC(N3)=O)CC1)C2